(S)-2-methyl-7-((2-methyl-1-(pyrimidin-2-yl)propyl)amino)-6-(6-(4-methylpiperazin-1-yl)-1H-imidazo[4,5-c]pyridin-2-yl)-2H-pyrazolo[4,3-b]pyridin-5(4H)-one CN1N=C2C(NC(C(=C2N[C@@H](C(C)C)C2=NC=CC=N2)C=2NC3=C(C=NC(=C3)N3CCN(CC3)C)N2)=O)=C1